6-(6-((Z)-((1R,2R,5R)-6,6-difluoro-2-methoxy-8-azabicyclo[3.2.1]octan-3-ylidene)methyl)-1,2,4-triazin-3-yl)isoquinolin-7-ol FC1([C@H]2C/C(/[C@H]([C@@H](C1)N2)OC)=C/C2=CN=C(N=N2)C=2C=C1C=CN=CC1=CC2O)F